(E)-7-(1-(4-chlorobenzyl)piperidin-3-yl)-2-methyl-3-(2-nitrovinyl)pyrazolo[1,5-a]pyrimidine ClC1=CC=C(CN2CC(CCC2)C2=CC=NC=3N2N=C(C3\C=C\[N+](=O)[O-])C)C=C1